CO[C@H]1CN2C(OC1)=C(C=N2)S(=O)(N)=NC(NC2=C1C(=CC=3CCCC23)CC1)=O (6S)-6-methoxy-N'-((2,4,5,6-tetrahydro-1H-cyclobuta[f]inden-3-yl)carbamoyl)-6,7-dihydro-5H-pyrazolo[5,1-b][1,3]oxazine-3-sulfonimidamide